benzyl-5-(furan-2-yl)benzo[d]oxazole-2-carbohydrazide C(C1=CC=CC=C1)C1=C(C=CC2=C1N=C(O2)C(=O)NN)C=2OC=CC2